C(#N)CCOC(\C=C(/C)\N)=O (E)-2-cyanoethyl-3-aminobut-2-enoate